1-methyl-2-oxo-4-{4-[4-(2,2,2-trifluoroethoxy)phenyl]piperidin-1-yl}-1,2-dihydroquinoline-3-carbonitrile CN1C(C(=C(C2=CC=CC=C12)N1CCC(CC1)C1=CC=C(C=C1)OCC(F)(F)F)C#N)=O